C=CCCC(CCCC)=O nonene-5-one